1-(6-bromo-8-fluoro-3-nitroquinolin-4-yl)cyclobutane-1-carboxylic acid methyl ester COC(=O)C1(CCC1)C1=C(C=NC2=C(C=C(C=C12)Br)F)[N+](=O)[O-]